Cl.N[C@H](CO)C1=CC(=C(C=C1)Cl)F (S)-2-amino-2-(4-chloro-3-fluorophenyl)ethan-1-ol hydrochloride